CN1N(C(C2=CC=CC(=C2C1)NCC1=CC=C(C=C1)CN1CCOCC1)=O)C1C(NC(CC1)=O)=O 3-(3-methyl-5-((4-(morpholinomethyl)benzyl)amino)-1-oxo-3,4-dihydrophthalazin-2(1H)-yl)piperidine-2,6-dione